ClC1=C(C(=CC=2N(C(=NC21)C)C)C)C2=CC=CN1C(=CC(=C21)C)C=O (8-(4-chloro-1,2,6-trimethyl-1H-benzo[d]imidazol-5-yl)-1-methylindolizin-3-yl)methanone